2-xylylene glycol C=1(C(=CC=CC1)CO)CO